(1S,2R)-2-((S)-5-Bromo-8-((1-methyl-1H-1,2,4-triazol-5-yl)methoxy)-1-((1-oxoisoindolin-2-yl)methyl)-1,2,3,4-tetrahydroisochinolin-2-carbonyl)cyclohexan BrC1=C2CCN([C@@H](C2=C(C=C1)OCC1=NC=NN1C)CN1C(C2=CC=CC=C2C1)=O)C(=O)C1CCCCC1